FC1=C(C=CC=C1)NC(C(=O)N1[C@@H]([C@@H]2[C@H](C1)CCC2)C(=O)OCC)=O ethyl (1S,3aR,6aS)-2-(2-((2-fluorophenyl)amino)-2-oxoacetyl)octahydrocyclopenta[c]pyrrole-1-carboxylate